4-(1-(3-aminocyclopentyl)-5-ethoxy-4-(1-methyl-1H-indazol-5-yl)-1H-pyrazol-3-yl)-2-fluorobenzonitrile NC1CC(CC1)N1N=C(C(=C1OCC)C=1C=C2C=NN(C2=CC1)C)C1=CC(=C(C#N)C=C1)F